OCCN(CCCCCCCC(=O)OCC(CCCCCCCC)CCCCCCCC)CCCCCC(OCCCCCCCCCCC)=O 2-octyldecyl 8-((2-hydroxyethyl) (6-oxo-6-(undecyloxy)hexyl)amino)octanoate